1,2-ethylene adipate C1(CCCCC(=O)OCCO1)=O